tert-Butyl (R)-2-(5-chloro-2-formylphenyl)azepane-1-carboxylate ClC=1C=CC(=C(C1)[C@@H]1N(CCCCC1)C(=O)OC(C)(C)C)C=O